C1(=C2N(C=N1)CCC2)[C@H](C(=O)OCC)N2CC1=C(C=C(C=C1C2=O)B(O)O)F |r| [2-[(1RS)-1-(6,7-dihydro-5H-pyrrolo[1,2-c]imidazol-1-yl)-2-ethoxy-2-oxo-ethyl]-7-fluoro-3-oxo-isoindolin-5-yl]boronic acid